1-cyclohexyl-N-((5-(5-(difluoromethyl)-1,3,4-oxadiazol-2-yl)pyridin-2-yl)methyl)-3-fluoro-N-phenylazetidine-3-carboxamide C1(CCCCC1)N1CC(C1)(C(=O)N(C1=CC=CC=C1)CC1=NC=C(C=C1)C=1OC(=NN1)C(F)F)F